3-(tert-Butyl)-1-(3-fluoro-4-methylphenyl)-1H-pyrazol-5-amine C(C)(C)(C)C1=NN(C(=C1)N)C1=CC(=C(C=C1)C)F